BrC1=CC=C(C=C1)C=1N=NN(C1)C1C(C(OC(C1O)CO)C(=O)N([C@H]1[C@@H](CCC1)O)C1=CC(=CC(=C1)C#N)Cl)OC 4-(4-(4-bromophenyl)-1H-1,2,3-triazol-1-yl)-N-(3-chloro-5-cyanophenyl)-5-hydroxy-N-((1R,2R)-2-hydroxycyclopentyl)-6-(hydroxymethyl)-3-methoxytetrahydro-2H-pyran-2-carboxamide